C(C)(C)OC1=C(C(=CC=C1)OC(C)C)C1=C(C(=CC=C1)C1=C(C=CC=C1OC(C)C)OC(C)C)P(C(C)(C)C)C(C)(C)C [2,6-bis(2,6-diisopropyloxyphenyl)phenyl]-di-t-butylphosphine